ClCC1=CC=C(C=C1)C1=CC=C(C=C1)CCl 4,4'-bischloromethyl-biphenyl